3-chloro-2',5'-difluoro-[1,1':4',1''-terphenyl]-2,2''-diol ClC1=C(C(=CC=C1)C1=C(C=C(C(=C1)F)C=1C(=CC=CC1)O)F)O